N-(2-(((2-Thiomorpholinoethyl)amino)methyl)quinolin-8-yl)-4-(trifluoromethyl)benzenesulfonamide S1CCN(CC1)CCNCC1=NC2=C(C=CC=C2C=C1)NS(=O)(=O)C1=CC=C(C=C1)C(F)(F)F